NC1=NC2=CC(=CC=C2C=C1C(C)(F)F)CC[C@@]12[C@H]([C@H]([C@@H]([C@H]2C1)N1C=CC2=C1N=CN=C2N)O)O (1r,2r,3s,4r,5s)-1-(2-(2-amino-3-(1,1-difluoroethyl)quinolin-7-yl)ethyl)-4-(4-amino-7H-pyrrolo[2,3-d]pyrimidin-7-yl)bicyclo[3.1.0]hexane-2,3-diol